Aziridine thiocarbamate C(N)(O)=S.N1CC1